N1CC(OCC1)CCO 2-(morpholin-2-yl)-ethanol